(4-fluoropiperidin-4-yl)methanone FC1(CCNCC1)C=O